1,1'-(Ethane-1,2-diyl)bis(2-(4-chloro-2-(hydrazinecarbonyl)phenyl)-4-methoxy-1H-benzo[d]imidazole-5-carboxamide) dihydrochloride Cl.Cl.C(CN1C(=NC2=C1C=CC(=C2OC)C(=O)N)C2=C(C=C(C=C2)Cl)C(=O)NN)N2C(=NC1=C2C=CC(=C1OC)C(=O)N)C1=C(C=C(C=C1)Cl)C(=O)NN